N1(CCC1)CCOC=1C=CC(=NC1)C=1C=NC(=CC1NC1CCC(CC1)(O)C)NC1=NC(=NC=C1)C=1C=NN(C1)CC(F)F (1s,4s)-4-((5-(2-(Azetidin-1-yl)ethoxy)-6'-((2-(1-(2,2-difluoroethyl)-1H-pyrazol-4-yl)pyrimidin-4-yl)amino)-[2,3'-bipyridin]-4'-yl)amino)-1-methylcyclohexan-1-ol